N-Dodecylpyridinium cyanid [C-]#N.C(CCCCCCCCCCC)[N+]1=CC=CC=C1